NC1=C(C(N(C2=NC(=CC=C12)Br)C1=C2C=CN=CC2=C(C=C1)Cl)=O)C(=O)OC methyl 4-amino-1-(8-chloroisoquinolin-5-yl)-7-bromo-2-oxo-1,2-dihydro-1,8-naphthyridine-3-carboxylate